C(C)OC=1C=C(C=CC1)C=1C=C2C=NN(C(C2=CC1)=O)CC 6-(3-ethoxyphenyl)-2-ethylphthalazin-1(2H)-one